tert-butyl (2S,3S,4S,5R)-6'-chloro-4-(3-chloro-2-fluorophenyl)-2-(2,2-dimethylpropyl)-1',2'-dihydrospiro[pyrrolidine-3,3'-pyrrolo[3,2-c]pyridine]-5-carboxylate ClC1=CC2=C(C=N1)[C@@]1(CN2)[C@@H](N[C@H]([C@@H]1C1=C(C(=CC=C1)Cl)F)C(=O)OC(C)(C)C)CC(C)(C)C